bis(tetracyclopropyl-λ5-bismuthanylsulfanyl)(tricyclopropyl)-λ5-bismuthane C1(CC1)[Bi](S[Bi](C1CC1)(C1CC1)(C1CC1)S[Bi](C1CC1)(C1CC1)(C1CC1)C1CC1)(C1CC1)(C1CC1)C1CC1